(4-(4-cyanopyridin-3-yl)-2-((2S,5S)-2-(hydroxymethyl)-5-methylpiperazin-1-yl)phenyl)-2-(2-fluoro-6-methoxyphenyl)pyrimidine-4-carboxamide t-butyl-acrylate (tert-butyl-acrylate) C(C)(C)(C)C(C(=O)O)=C.C(C)(C)(C)OC(C=C)=O.C(#N)C1=C(C=NC=C1)C1=CC(=C(C=C1)C=1C(=NC(=NC1)C1=C(C=CC=C1OC)F)C(=O)N)N1[C@@H](CN[C@H](C1)C)CO